ClC1=CN=C(S1)NC(CSC1=NC2=NC=CN=C2C(N1CCC1=CC=CC=C1)=O)=O N-(5-Chlorothiazol-2-yl)-2-((4-oxo-3-phenethyl-3,4-dihydropteridin-2-yl)thio)acetamide